6-(7-(2,2-difluoroethoxy)imidazo[1,2-b]pyridazin-3-yl)-3,5-difluoro-N-((3S,4S)-4-fluoropyrrolidin-3-yl)pyridin-2-amine FC(COC1=CC=2N(N=C1)C(=CN2)C2=C(C=C(C(=N2)N[C@H]2CNC[C@@H]2F)F)F)F